N[C@@H]1[C@@H](OCC12CCN(CC2)C=2N=CC(=NC2CF)SC2=C(C(=NC=C2)N2C(CCC2)CO)Cl)C (1-(4-(5-((3s,4s)-4-amino-3-methyl-2-oxa-8-azaspiro[4.5]decan-8-yl)-6-(fluoromethyl)pyrazin-2-ylsulfanyl)-3-chloropyridin-2-yl)pyrrolidin-2-yl)methanol